ClC1=NC2=CC=C(C=C2C(=N1)C(CC1CC1)(COC1OCCCC1)C=1C=NC=CC1)C=1C=C(C(N(C1)C)=O)C 5-(2-chloro-4-(1-cyclopropyl-2-(pyridin-3-yl)-3-((tetrahydro-2H-pyran-2-yl)oxy)propan-2-yl)quinazoline-6-yl)-1,3-dimethylpyridin-2(1H)-one